5-benzyl-2-trityl-2H-tetrazole C(C1=CC=CC=C1)C=1N=NN(N1)C(C1=CC=CC=C1)(C1=CC=CC=C1)C1=CC=CC=C1